C1(CC1)(C(=O)OCC)C(=O)OCC diethyl cyclopropane-1,1-dicarboxylate